1-(4-aminoindazol-1-yl)-2-methylpropan-2-ol NC1=C2C=NN(C2=CC=C1)CC(C)(O)C